tert-Butyl (4S)-2-(4-fluoro-3,5-dimethylphenyl)-4-methyl-3-[3-(1-methylindazol-5-yl)-2-oxoimidazol-1-yl]-6,7-dihydro-4H-pyrazolo[4,3-c]pyridine-5-carboxylate FC1=C(C=C(C=C1C)N1N=C2C([C@@H](N(CC2)C(=O)OC(C)(C)C)C)=C1N1C(N(C=C1)C=1C=C2C=NN(C2=CC1)C)=O)C